2-((4-fluorophenyl)amino)-N-(6-methoxy-2-methylpyridin-3-yl)benzamide FC1=CC=C(C=C1)NC1=C(C(=O)NC=2C(=NC(=CC2)OC)C)C=CC=C1